2-methyl-N-(5-(trifluoromethyl)thiazol-2-yl)benzamide CC1=C(C(=O)NC=2SC(=CN2)C(F)(F)F)C=CC=C1